FCC1(CC1)CN1C(=NC2=C1C=C(C=C2)C(=O)O)CC2=C(C(=C(C=C2F)C2=NC(=CC=C2)OCC=2SC(=NN2)OC)F)F 1-((1-(fluoromethyl)cyclopropyl)methyl)-2-(2,3,6-trifluoro-4-(6-((5-methoxy-1,3,4-thiadiazol-2-yl)methoxy)pyridin-2-yl)benzyl)-1H-benzo[d]imidazole-6-carboxylic acid